COC1=C(C=CC=C1)S(=O)(=O)OC1=C(C=CC=C1)NC(=O)NC1=CC=C(C=C1)OS(=O)(=O)C1=C(C=CC=C1)OC N-[2-(o-methoxybenzenesulfonyloxy)phenyl]-N'-[4-(o-methoxybenzenesulfonyloxy)phenyl]urea